4-amino-1-isopropylpiperidine NC1CCN(CC1)C(C)C